O=C1OC=C(C=C1)C1CCCC2CCC3C4CCCC4CCC3C12 (2-oxo-2H-pyran-5-yl)hexadecahydro-1H-cyclopenta[a]phenanthren